5-(1-chloroethyl)-1-methyl-2-nitro-imidazole ClC(C)C1=CN=C(N1C)[N+](=O)[O-]